FC1=C(C2=C(C(CO2)=O)C=C1)F 6,7-Difluoro-2H-1-benzofuran-3-one